C1(=CC=CC=C1)S(=O)(=O)O.ClC1=C(C=CC(=C1)Cl)[C@@H](C)N1N=C(C=2C1=NC(=CN2)C2(CNC2)C2N(CCCC2)O)C(F)(F)F 2-((R)-3-(1-((R)-1-(2,4-dichlorophenyl)ethyl)-3-(trifluoromethyl)-1H-pyrazolo[3,4-B]pyrazin-6-yl)azetidin-3-yl)piperidin-1-ol benzenesulfonate